6-chloro-N-[4-cyclopropyl-5-(2,2-difluoroethyl)-6-methoxy-pyrimidin-2-yl]-1H-indole-3-sulfonic acid amide ClC1=CC=C2C(=CNC2=C1)S(=O)(=O)NC1=NC(=C(C(=N1)C1CC1)CC(F)F)OC